(S)-5-(methoxymethyl)-5-methyl-N-(4-(4-methylpiperazin-1-yl)phenyl)-7-(thiazol-2-yl)-6,7-dihydro-5H-pyrrolo[2,3-d]pyrimidin-2-amine COC[C@@]1(CN(C=2N=C(N=CC21)NC2=CC=C(C=C2)N2CCN(CC2)C)C=2SC=CN2)C